6-((1R,5S)-2,6-diazabicyclo[3.2.1]octan-6-yl)-N-(2-fluoro-3-methyl-4-((3-methyl-3H-imidazo[4,5-b]pyridin-6-yl)oxy)phenyl)pyrido[3,2-d]pyrimidin-4-amine [C@H]12NCC[C@H](N(C1)C=1C=CC=3N=CN=C(C3N1)NC1=C(C(=C(C=C1)OC=1C=C3C(=NC1)N(C=N3)C)C)F)C2